(rac)-2'-[6-amino-5-(trifluoromethoxy)pyridin-3-yl]-N-[1-(pyridin-2-yl)cyclobutyl]-5',6'-dihydrospiro[pyrrolidine-3,4'-pyrrolo[1,2-b]pyrazole]-1-carboxamide NC1=C(C=C(C=N1)C=1C=C2N(N1)CC[C@]21CN(CC1)C(=O)NC1(CCC1)C1=NC=CC=C1)OC(F)(F)F |r|